O=C1NC(CCC1N(C1=CC=C(C=C1)C1CCN(CC1)C(=O)OC(C)(C)C)C)=O tert-butyl 4-[4-[(2,6-dioxo-3-piperidyl)-methyl-amino]phenyl]piperidine-1-carboxylate